Cl.FC=1C=C2C=C(C=NC2=CC1)NC1CCNCC1 6-fluoro-N-(piperidin-4-yl)quinolin-3-amine hydrochloride